(1S,2R)-3-amino-1-(3,5-difluorophenyl)-1-(4-fluorophenyl)propan-2-ol NC[C@@H]([C@@H](C1=CC=C(C=C1)F)C1=CC(=CC(=C1)F)F)O